FC1C2(C=3C(=NNC3CC12)C(F)(F)F)F difluoro-9-(trifluoromethyl)-7,8-diazatricyclo[4.3.0.02,4]nona-1(6),8-dien